FC(CC(C)(C)C1=C(C(=C2C=NC(=NN21)N[C@H]2[C@@H](COCC2)O)F)C#N)F 7-(4,4-difluoro-2-methylbutan-2-yl)-5-fluoro-2-(((3S,4R)-3-hydroxytetrahydro-2H-pyran-4-yl)amino)pyrrolo[2,1-f][1,2,4]triazine-6-carbonitrile